7-(hydroxymethyl)-5-methyl-3-((1-methyl-1H-pyrazol-3-yl)methyl)-3H-pyridazino[4,5-b]indol-4(5H)-one OCC=1C=CC=2C3=C(N(C2C1)C)C(N(N=C3)CC3=NN(C=C3)C)=O